Propargyltriethoxysilan C(C#C)[Si](OCC)(OCC)OCC